Cl.ClC1=C(N=C(NC1=O)C1=C(N=CS1)Cl)N1[C@@H](CNCC1)C 5-chloro-2-(4-chlorothiazol-5-yl)-4-[(2R)-2-methylpiperazin-1-yl]-1H-pyrimidin-6-one hydrochloride